2-(tetrahydropyran-4-ylamino)-quinazoline-7-carboxylic acid [(S)-(3-chloro-4-fluoro-phenyl)-(R)-pyrrolidin-3-yl-methyl]-amide ClC=1C=C(C=CC1F)[C@@H]([C@@H]1CNCC1)NC(=O)C1=CC=C2C=NC(=NC2=C1)NC1CCOCC1